6-(1-(1-hydroxy-2-methylpropan-2-yl)-1H-pyrazol-4-yl)pyrazolo[1,5-a]pyridine-3-carbonitrile OCC(C)(C)N1N=CC(=C1)C=1C=CC=2N(C1)N=CC2C#N